ClC1=NC(=NC(=C1C#N)N1CCOCCC1)OC[C@]12CCCN2C[C@@H](C1)F 4-chloro-2-{[(2R,7aS)-2-fluorotetrahydro-1H-pyrrolizin-7a(5H)-yl]methoxy}-6-(1,4-oxazepan-4-yl)pyrimidine-5-carbonitrile